[Si](C)(C)(C(C)(C)C)OC(C)(C)C1=[N+](C=CC(=C1)C(=O)OC)[O-] 2-(2-(tert-butyldimethylsilyloxy)propan-2-yl)-4-(methoxycarbonyl)pyridine 1-oxide